tert-butyl 4-[1-methyl-7-[4-(4-methyl-4,7-diazaspiro[2.5]octan-7-yl)anilino]-2-oxo-4H-pyrimido[4,5-d]pyrimidin-3-yl]-3,4-dihydro-2H-quinoline-1-carboxylate CN1C(N(CC=2C1=NC(=NC2)NC2=CC=C(C=C2)N2CCN(C1(CC1)C2)C)C2CCN(C1=CC=CC=C21)C(=O)OC(C)(C)C)=O